2-fluoro-6-formyl-4-(3-(4-(pyrrolidin-1-yl)phenyl)-1,2,4-thiadiazol-5-yl)phenyl 4-methylpiperazine-1-carboxylate CN1CCN(CC1)C(=O)OC1=C(C=C(C=C1C=O)C1=NC(=NS1)C1=CC=C(C=C1)N1CCCC1)F